7-bromo-2-chloro-5-(3-iodobicyclo[1.1.1]pentan-1-yl)-5H-pyrrolo[3,2-d]pyrimidine BrC1=CN(C2=C1N=C(N=C2)Cl)C21CC(C2)(C1)I